(1s,3s)-3-amino-1-(trifluoromethyl)cyclobutanol NC1CC(C1)(O)C(F)(F)F